C(C)(C)(C)C1=CC=C(C=C1)N(C(=O)[C@@H]1NC[C@@H](C1)OC)C(C(=O)NC1CCC(CC1)(F)F)C=1C=NC=CC1 (2R,4R)-N-(4-tert-butylphenyl)-N-[2-[(4,4-difluorocyclohexyl)amino]-2-oxo-1-(3-pyridyl)ethyl]-4-methoxypyrrolidine-2-carboxamide